(6-(4,4-difluoropiperidin-1-yl)-5-(2-oxopyrrolidin-1-yl)pyridin-2-yl)-4-(2-hydroxyethylsulfonylamino)-2-(6-azaspiro[2.5]oct-6-yl)benzamide FC1(CCN(CC1)C1=C(C=CC(=N1)C=1C(=C(C(=O)N)C=CC1NS(=O)(=O)CCO)N1CCC2(CC2)CC1)N1C(CCC1)=O)F